(2S,5R)-5-[4-(4-chlorophenyl)phenyl]-1H-pyrrole-2-carboxamide hydrochloride Cl.ClC1=CC=C(C=C1)C1=CC=C(C=C1)C1=CC=C(N1)C(=O)N